BrC1=CC=C(C=C1)C=1OC[C@@H](N1)COC(C1=C(N=CC=C1)Cl)=O (R)-2-(4-bromophenyl)-4-(((2-chloronicotinoyl)oxy)methyl)-4,5-dihydro-oxazole